C(C#C)C=1NC=C[NH+]1 propargyl-imidazolium